calcium gamma-hydroxybutyrate OCCCC(=O)[O-].[Ca+2].OCCCC(=O)[O-]